ClC=1C(=C(C=CC1)CN1[C@H](C[C@@](CC1)(C(=O)O)CC1=NC(=CC=C1F)NC1=NNC(=C1)C)C)F (2S,4R)-1-[(3-chloro-2-fluoro-phenyl)methyl]-4-[[3-fluoro-6-[(5-methyl-1H-pyrazol-3-yl)amino]-2-pyridinyl]methyl]-2-methylpiperidine-4-carboxylic acid